C(C)(=O)OCCC=CCC (E)- and (Z)-3-hexenyl acetate